5-(1,1-difluoroethyl)-2-fluoro-aniline FC(C)(F)C=1C=CC(=C(N)C1)F